C1(=CC=CC=C1)SC[C@@H](CCN1CCNCC1)NC1=C(C=C(C=C1)S(=O)(=O)C1CNCC2N1C1=CC=C(C=C1NC2)C(=O)N)S(=O)(=O)C(F)(F)F (4-(((R)-1-(phenylthio)-4-(piperazin-1-yl)butan-2-yl)amino)-3-((trifluoromethyl)sulfonyl)phenyl)sulfonyl-2,3,4,4a,5,6-hexahydro-1H-pyrazino[1,2-a]quinoxaline-8-carboxamide